C(C)OC(=C)C=1C=CC(=NC1)C 5-(1-ethoxyvinyl)-2-methylpyridine